C(C)(=O)N1[C@H](CCC2=CC(=CC=C12)C1=CC=C(CNC(=O)C=2N=C3N(C=C(N=C3N3CCOCC3)Br)C2C)C=C1)C (S)-N-(4-(1-Acetyl-2-methyl-1,2,3,4-tetrahydroquinolin-6-yl)benzyl)-6-bromo-3-methyl-8-morpholinoimidazo[1,2-a]pyrazine-2-carboxamide